5'-(4-(9H-carbazol-9-yl)phenyl)-4,4''-di(9H-carbazol-9-yl)-4'-(2,6-diphenylpyridin-3-yl)-6'-(4-(3-phenyl-9H-carbazol-9-yl)phenyl)-[1,1':2',1''-terphenyl]-3'-carbonitrile C1=CC=CC=2C3=CC=CC=C3N(C12)C1=CC=C(C=C1)C=1C(=C(C(=C(C1C1=CC=C(C=C1)N1C2=CC=CC=C2C=2C=C(C=CC12)C1=CC=CC=C1)C1=CC=C(C=C1)N1C2=CC=CC=C2C=2C=CC=CC12)C1=CC=C(C=C1)N1C2=CC=CC=C2C=2C=CC=CC12)C#N)C=1C(=NC(=CC1)C1=CC=CC=C1)C1=CC=CC=C1